ClC1=C(C=NC(=C1)N1CCC(CC1)(F)F)N 4-chloro-6-(4,4-difluoropiperidin-1-yl)pyridin-3-amine